ethynyl-(trimethyl)silane C(#C)[Si](C)(C)C